C(\C=C/CC\C=C/CC)#N (2Z,6Z)-2,6-NONADIENENITRILE